(5S)-1'-[6-methyl-7-(2-methylthiazol-4-yl)pyrazolo[1,5-a]pyrazin-4-yl]spiro[5,7-dihydrocyclopenta[b]pyridine-6,4'-piperidine]-5-amine hydrochloride Cl.CC=1N=C(C=2N(C1C=1N=C(SC1)C)N=CC2)N2CCC1(CC2)[C@@H](C=2C(=NC=CC2)C1)N